FC(C(=O)O)(F)F.BrC1=CC=C(C=C2CNC2)C=C1 3-(4-bromobenzylidene)azetidine, trifluoroacetate salt